(2S)-2-Cyclohexyl-2-[9H-fluoren-9-ylmethoxycarbonyl-(methyl)amino]acetic acid C1(CCCCC1)[C@@H](C(=O)O)N(C)C(=O)OCC1C2=CC=CC=C2C=2C=CC=CC12